2-(1-((5,5-dimethyl-1,3-dioxan-2-yl)methyl)-1H-imidazol-4-yl)-N,N-dimethyl-5-(2-oxa-6-azaspiro[3.3]hept-6-yl)aniline CC1(COC(OC1)CN1C=NC(=C1)C1=C(N(C)C)C=C(C=C1)N1CC2(COC2)C1)C